tert-butyl ((R)-4-hydroxy-1-(((R)-1-(3-methoxyphenyl)ethyl)amino)-1-oxobutan-2-yl)carbamate OCC[C@H](C(=O)N[C@H](C)C1=CC(=CC=C1)OC)NC(OC(C)(C)C)=O